CN1CCC(CC1)C1CCNCC1 4-(1-methyl-4-piperidinyl)-piperidine